C(C)(C)C1=C(NC2=CC=C(C=C12)C1CCC(CC1)NCC(=O)NC1COC1)C=1C=C(C=2N(C1)N=CN2)OC 2-((4-(3-Isopropyl-2-(8-methoxy-[1,2,4]triazolo[1,5-a]pyridin-6-yl)-1H-indol-5-yl)cyclohexyl)amino)-N-(oxetan-3-yl)acetamid